N1=CC=CC2=CC(=CC=C12)OC1CCN(CC1)CC(=O)N1[C@@H](CCC1)C#N (S)-1-(2-(4-(Chinolin-6-yloxy)piperidin-1-yl)acetyl)pyrrolidin-2-carbonitril